tert-butyl ((S)-7-(((2S,4R)-4-((tert-butyldimethylsilyl)oxy)-1-methylpyrrolidin-2-yl)methoxy)-5-methyl-4-oxo-2,3,4,5-tetrahydrobenzo[b][1,4]oxazepin-3-yl)carbamate [Si](C)(C)(C(C)(C)C)O[C@@H]1C[C@H](N(C1)C)COC1=CC2=C(OC[C@@H](C(N2C)=O)NC(OC(C)(C)C)=O)C=C1